arabinotriose C([C@H]1[C@@H]([C@H]([C@@H](O1)OC[C@H]2[C@@H]([C@H]([C@@H](O2)OC[C@H]3[C@@H]([C@H](C(O3)O)O)O)O)O)O)O)O